ClC1=CC=C2C=C(C=NC2=C1)NC1=NC(=NC=C1)NC1=CC=C(OCCCN2CCS(CC2)(=O)=O)C=C1 4-(3-{p-[4-(7-chloro-3-quinolylamino)-2-pyrimidinylamino]phenoxy}propyl)-1λ6,4-thiazinane-1,1-dione